C(C)(C)(C)OC(N(S(=O)(=O)N1CC(C1)(C)COC)C1=C(C(=C(C=C1)F)I)Cl)=O (2-chloro-4-fluoro-3-iodophenyl)((3-(methoxymethyl)-3-methylazetidin-1-yl)sulfonyl)carbamic acid tert-butyl ester